ClC1=CC(=C(C=C1)N(S(=O)(=O)C1=CC=C(C=C1)C)CC)[N+](=O)[O-] N-(4-Chloro-2-nitrophenyl)-N-ethyl-4-methyl-benzenesulfonamid